FC(C[C@@H](C(=O)NC1=NC=CC(=C1)C1=C(C2=NC(=CC=C2N1)C)C1=NC=CC=C1)C1=CC=C(C=C1)F)F (2R)-4,4-difluoro-2-(4-fluorophenyl)-N-{4-[5-methyl-3-(pyridin-2-yl)-1H-pyrrolo[3,2-b]pyridin-2-yl]pyridin-2-yl}butanamide